6-Chloro-3-[(1R)-1-[3,6-dimethyl-2-(2-methylpyrazolo[4,3-b]pyridin-5-yl)-4-oxo-chromen-8-yl]ethoxy]-N'-hydroxy-pyridine-2-carboxamidine ClC1=CC=C(C(=N1)C(=NO)N)O[C@H](C)C=1C=C(C=C2C(C(=C(OC12)C=1C=CC=2C(N1)=CN(N2)C)C)=O)C